NC1=C(SC=2N=C(N=CC21)C)C(=O)NC2CC=1C=CC(=NC1CC2)N2CC1(C(C2)N)COCCC1 5-amino-N-(2-{4-amino-7-oxa-2-azaspiro[4.5]decan-2-yl}-5,6,7,8-tetrahydroquinolin-6-yl)-2-methylthieno[2,3-d]pyrimidine-6-carboxamide